N(=C=O)CC1C(CCCC1)CN=C=O 1,2-bis(isocyanatomethyl)cyclohexane